2,2'-azobisisobutyric acid methyl ester COC(C(C)(C)N=NC(C(=O)O)(C)C)=O